C1OCC12CC(C2)C2=NNC(=C2)NC([C@@H](C)C=2C=NN(C2)C2=CC(=CC(=C2)F)C(F)F)=O (S)-N-(3-(2-oxaspiro[3.3]heptan-6-yl)-1H-pyrazol-5-yl)-2-(1-(3-(difluoromethyl)-5-fluorophenyl)-1H-pyrazol-4-yl)propanamide